C(C)(C)(C)C1=NN=C(S1)NS(=O)=O.[Na] sodium N-(5-tert-butyl-1,3,4-thiadiazol-2-yl)sulphonamide